2-(4-methoxythiophenyl-sulfuryl)pyridine COSC1=CC=C(C=C1)S(=O)(=O)C1=NC=CC=C1